sodium lithium nickel manganese [Mn].[Ni].[Li].[Na]